BrC1=CC(=C(C#N)C(=C1)F)Cl 4-bromo-2-chloro-6-fluoro-benzonitrile